BrC=1C=C2CC(NCC2=CC1)C 6-Bromo-3-methyl-1,2,3,4-tetrahydro-isoquinoline